C1(=CC=CC=C1)C=1N=C2N(C=C(C=C2C=2C=C(C#N)C=CC2)C2=CC=CC=C2)C1 3-(2,6-diphenylimidazo[1,2-a]pyridin-8-yl)benzonitrile